1,1-diallylthiourea C(C=C)N(C(=S)N)CC=C